BrC1=NN(C(=N1)C(=O)O)COCC[Si](C)(C)C 3-Bromo-1-((2-(trimethylsilyl)ethoxy)methyl)-1H-1,2,4-triazole-5-carboxylic acid